C(CC\C=C/CCCCC)=O z-dec-4-enal